FCCOCC1=CC=C(C(=C1C(=O)OC(C)(C)C)OCOC)C=C tert-butyl 6-((2-fluoroethoxy)methyl)-2-(methoxymethoxy)-3-vinylbenzoate